C(C)C1C(=O)OC(C1)C α-ethyl-γ-valerolactone